4,6-difluoroindole-2-carboxylic acid FC1=C2C=C(NC2=CC(=C1)F)C(=O)O